OC1=CC(=C(C=O)C=C1)OC 4-Hydroxy-2-methoxy-benzaldehyde